N-(2-(chloromethyl)-4-chlorophenyl)-4-methylbenzenesulfonamide ClCC1=C(C=CC(=C1)Cl)NS(=O)(=O)C1=CC=C(C=C1)C